ethyl (S)-3-(5-fluoro-3'-methoxybiphenyl-3-yl)-3-(3-(4-hydroxy-1-methyl-2-oxo-1,2-dihydro pyridin-3-yl)ureido)propanoate FC=1C=C(C=C(C1)C1=CC(=CC=C1)OC)[C@H](CC(=O)OCC)NC(=O)NC=1C(N(C=CC1O)C)=O